2-cyclohexyl-2-(phenethyl)-1-ethoxy-3-methoxypropane C1(CCCCC1)C(COCC)(COC)CCC1=CC=CC=C1